C(C)N([C@@H](CC(C)C)C(=O)NC1=C(C2=CC=CC=C2C=C1)S(=O)(=O)O)CC 2-N,N-diethyl-leucylaminonaphthalenesulfonic acid